n-hexyl perfluoro-valerate FC(C(=O)OCCCCCC)(C(C(C(F)(F)F)(F)F)(F)F)F